aluminium saccharin salt S1(=O)(=O)NC(=O)C2=CC=CC=C12.[Al]